butyl α-trimethylsilylpropionate C[Si](C(C(=O)OCCCC)C)(C)C